BrC=1C(=C(C#N)C=CC1)C 3-bromo-2-methylbenzonitrile